(3S,4R)-4-(2,6-Difluoro-4-methoxyphenyl)-3-[(5-{6-[(trifluoromethyl)sulfanyl]pyridin-3-yl}-1,3,4-oxadiazol-2-yl)amino]pyrrolidin-2-on FC1=C(C(=CC(=C1)OC)F)[C@H]1[C@@H](C(NC1)=O)NC=1OC(=NN1)C=1C=NC(=CC1)SC(F)(F)F